The molecule is a saturated fatty acyl-CoA(4-) obtained by deprotonation of the phosphate and diphosphate OH groups of docosanoyl-CoA (behenoyl-CoA); major species at pH 7.3. It is a saturated fatty acyl-CoA(4-), a long-chain fatty acyl-CoA(4-) and a 3-substituted propionyl-CoA(4-). It derives from a docosanoic acid. It is a conjugate base of a docosanoyl-CoA. CCCCCCCCCCCCCCCCCCCCCC(=O)SCCNC(=O)CCNC(=O)[C@@H](C(C)(C)COP(=O)([O-])OP(=O)([O-])OC[C@@H]1[C@H]([C@H]([C@@H](O1)N2C=NC3=C(N=CN=C32)N)O)OP(=O)([O-])[O-])O